((R)-1-((R)-1-oxaspiro[3.3]heptan-3-yl)pyrrolidin-3-yl)-4-(5-(5-fluoro-2-methoxypyridin-4-yl)-1H-pyrazole-3-carbonyl)-4-azaspiro[2.5]octane-7-carboxamide O1C[C@H](C12CCC2)N2C[C@H](CC2)C2CC21N(CCC(C1)C(=O)N)C(=O)C1=NNC(=C1)C1=CC(=NC=C1F)OC